C(CCC)OC1=CC=C(C=C1)C1=CC=C(C=C1)C(C)=O 1-(4'-butoxy-[1,1'-biphenyl]-4-yl)ethan-1-one